C(CCCCCCCCCCCCC)(=O)NC1=CC=C(C(=O)NCC(=O)O)C=C1 para-tetradecanamidobenzamidoacetic acid